ClC1=C(C(=C(C(=C1)Cl)Cl)[N+](=O)[O-])Cl 1,2,4,5-tetrachloro-3-nitro-benzene